3-(3-((2-((2-(methoxymethyl)-4-(4-methylpiperazin-1-yl)phenyl)amino)-5-(trifluoromethyl)pyrimidin-4-yl)amino)propyl)-1,3-oxazinan-2-one COCC1=C(C=CC(=C1)N1CCN(CC1)C)NC1=NC=C(C(=N1)NCCCN1C(OCCC1)=O)C(F)(F)F